6-(1-benzyl-1H-pyrazole-4-carbonyl)-N-((3-cyclohexylphenyl)sulfonyl)-2-((R)-2,2-difluorocyclopropane-1-carbonyl)-2,6-diazaspiro[3.4]octane-8-carboxamide C(C1=CC=CC=C1)N1N=CC(=C1)C(=O)N1CC2(CN(C2)C(=O)[C@@H]2C(C2)(F)F)C(C1)C(=O)NS(=O)(=O)C1=CC(=CC=C1)C1CCCCC1